methyl 5-methoxy-2-(4,4,5,5-tetramethyl-1,3,2-dioxaborolan-2-yl)benzoate COC=1C=CC(=C(C(=O)OC)C1)B1OC(C(O1)(C)C)(C)C